C=1(C=CCCCCC1)C(=O)N[C@@H](CC1=CC=C(C=C1)O)C(=O)O (cyclooctene-2-ene-1-carbonyl)-L-tyrosine